NC1=C(C=C(C(=C1)Cl)S(=O)(=O)C1CC1)O 2-Amino-4-chloro-5-(cyclopropylsulfonyl)phenol